FC(OC1CCC(N(C1)C(=O)OC(C)(C)C)C1=CC=CC=C1)F tert-Butyl 5-(difluoromethoxy)-2-phenyl-piperidine-1-carboxylate